Hydroxyl-methacrylic acid OC=C(C(=O)O)C